N=1N=C(NC1)C1=CC=C(C=C1)C1=CC(=CC=C1)N1N=CNC1=O (4'-(4H-1,2,4-triazol-3-yl)biphenyl-3-yl)-2,4-dihydro-3H-1,2,4-triazol-3-one